C1(CC1)N(C=1SC(=C(N1)C(=O)N)C=1NC=C(C1)C(=O)N1CCN(CC1)C1COC1)C=1C=NN(C1)C1=C(C=C(C=C1)OC)OC 2-(cyclopropyl(1-(2,4-dimethoxyphenyl)-1H-pyrazol-4-yl)amino)-5-(4-(4-(oxetan-3-yl)piperazine-1-carbonyl)-1H-pyrrol-2-yl)thiazole-4-carboxamide